4-(4,4,5,5-tetramethyl-1,3,2-dioxaborolane-2-yl)-5-((triisopropylsilyl)ethynyl)quinoline CC1(OB(OC1(C)C)C1=CC=NC2=CC=CC(=C12)C#C[Si](C(C)C)(C(C)C)C(C)C)C